4-[7-bromo-8-fluoro-6-(trifluoromethyl)quinazolin-4-yl]piperazine-1-carboxylic acid tert-butyl ester C(C)(C)(C)OC(=O)N1CCN(CC1)C1=NC=NC2=C(C(=C(C=C12)C(F)(F)F)Br)F